(6S,9S,12S,15S,18R,19R)-9-(aminomethyl)-19-hexyl-6-(2-hydroxyethyl)-15-isobutyl-16,18-dimethyl-12-[(1R)-1-methylpropyl]-1-oxa-4,7,10,13,16-pentazacyclononadecane-2,5,8,11,14,17-hexone NC[C@H]1C(N[C@H](C(NCC(O[C@@H]([C@H](C(N([C@H](C(N[C@H](C(N1)=O)[C@@H](CC)C)=O)CC(C)C)C)=O)C)CCCCCC)=O)=O)CCO)=O